ethyl 4-fluoro-6-(2-methylazetidin-1-yl)benzofuran-2-carboxylate FC1=CC(=CC2=C1C=C(O2)C(=O)OCC)N2C(CC2)C